5-chloro-6-(3-methoxyazetidin-1-yl)pyrimidin-4-amine ClC=1C(=NC=NC1N1CC(C1)OC)N